ClC1=C2C(=NC=C1OC=1C=NN3C1C=NC=C3)N=C(N2C)NC=2C(N(C=C(C2)C(F)(F)F)CCCN2CC(CCC2)(F)F)=O 3-((7-chloro-1-methyl-6-(pyrazolo[1,5-a]pyrazin-3-yloxy)-1H-imidazo[4,5-b]pyridin-2-yl)amino)-1-(3-(3,3-difluoropiperidin-1-yl)propyl)-5-(trifluoromethyl)pyridin-2(1H)-one